FC1=CC=C(C=C1)N1C(C(=CC=C1)C(=O)NC1=NC=C(C=C1)OC1=CC=NC2=CN=C(C=C12)C=1CCN(CC1)C1COC1)=O 1-(4-fluorophenyl)-N-[5-[[6-[1-(oxetan-3-yl)-3,6-dihydro-2H-pyridin-4-yl]-1,7-naphthyridin-4-yl]oxy]-2-pyridyl]-2-oxo-pyridine-3-carboxamide